4-(3-amino-5-cyanophenyl)-1H-indole NC=1C=C(C=C(C1)C#N)C1=C2C=CNC2=CC=C1